C(C1=CC=CC=C1)OC=1C=C2C(=C(N(C2=CC1)CC1=CC=C(CCN2C(C3=CC=CC=C3C2=O)=O)C=C1)C1=C(C=C(C=C1)OC)C)F 2-(4-((5-(benzyloxy)-3-fluoro-2-(4-methoxy-2-methylphenyl)-1H-indol-1-yl)methyl)phenethyl)isoindoline-1,3-dione